2-amino-5-chloro-1-(5-methoxy-2,4-dimethylpyridin-3-yl)-1H-pyrrolo[2,3-b]pyridine-3-carbonitrile NC1=C(C=2C(=NC=C(C2)Cl)N1C=1C(=NC=C(C1C)OC)C)C#N